BrC=1C=CC(=NC1)C(=C)C1=CC=C(C=C1)F 5-bromo-2-(1-(4-fluorophenyl)vinyl)pyridine